C(CCCCCCCCCCCCC(CCCCCCCCCCCCCC(=O)OCC1=CC=CC=C1)(C(=O)OCC1=CC=CC=C1)C(=O)OC(C)(C)C)C(=O)OCC1=CC=CC=C1 1,14,27-tribenzyl 14-(tert-butyl) heptacosane-1,14,14,27-tetracarboxylate